N-[3-(7-{[(3S,4R)-3-fluoro-1-methylpiperidin-4-yl]amino}-3-(2,2,2-trifluoroethyl)pyrazolo[1,5-a]pyridin-2-yl)prop-2-yn-1-yl]-4-(2-hydroxyprop-2-yl)benzamide F[C@H]1CN(CC[C@H]1NC1=CC=CC=2N1N=C(C2CC(F)(F)F)C#CCNC(C2=CC=C(C=C2)C(C)(C)O)=O)C